C(C)C1(CCCCC1)C(C1CCCCC1)(N)N ethyl-diaminodicyclohexylmethane